BrC1=C2C=C(CN(C2=CC(=C1)C=C)C)C 5-Bromo-1,3-dimethyl-7-vinylquinolin